(2R,3S)-3-fluoropyrrolidine-2-carboxylic acid F[C@@H]1[C@H](NCC1)C(=O)O